(4-(sec-butoxy)phenyl)methanol C(C)(CC)OC1=CC=C(C=C1)CO